trifluoro-4-heptanone FC(CCC(CCC)=O)(F)F